thieno[2,3-b]pyrazine-6-carboxylic acid N1=C2C(=NC=C1)SC(=C2)C(=O)O